(3R)-4-(3-methoxy-5-{[(3R)-3-(2-methylphenyl)piperazin-1-yl]methyl}pyridin-2-yl)-3-methylmorpholine COC=1C(=NC=C(C1)CN1C[C@H](NCC1)C1=C(C=CC=C1)C)N1[C@@H](COCC1)C